(E)-1-(4-chlorophenyl)-3-(4-(3-oxo-3-(6-oxo-3,6-dihydropyridin-1(2H)-yl)prop-1-en-1-yl)phenyl)urea ClC1=CC=C(C=C1)NC(=O)NC1=CC=C(C=C1)\C=C\C(N1CCC=CC1=O)=O